trimethyl-((4'-(4-propylcyclohexyl)-[1,1'-biphenyl]-4-yl)ethynyl)silane C[Si](C#CC1=CC=C(C=C1)C1=CC=C(C=C1)C1CCC(CC1)CCC)(C)C